4-N-methyl-2'-fluoro-2'-deoxycytidine CNC1=NC(N([C@H]2[C@@H]([C@H](O)[C@@H](CO)O2)F)C=C1)=O